cyclopentanecarboxamide C1(CCCC1)C(=O)N